3-phenylbenzimidazole C1(=CC=CC=C1)N1C=NC2=C1C=CC=C2